1-ethyl-3-dimethylaminopropylcarbodiimide C(C)C(CCN(C)C)N=C=N